C(=O)C=1C=C2C=C(N(C2=CC1OC)S(=O)(=O)C1=CC=C(C)C=C1)CNC(=O)C1(CC1)C N-((5-formyl-6-methoxy-1-tosyl-1H-indol-2-yl)methyl)-1-methylcyclopropane-1-carboxamide